phosphoric acid mono-(4-nitrophenyl) ester sodium salt [Na+].[N+](=O)([O-])C1=CC=C(C=C1)OP([O-])([O-])=O.[Na+]